tert-butyl (s)-3-((2-(2-(tert-butoxy)-2-oxoethyl)-5-fluoro-1-oxo-1,2,3,4-tetrahydroisoquinolin-7-yl)amino)-3-(2,3-dichloro-6-fluorophenyl)pyrrolidine-1-carboxylate C(C)(C)(C)OC(CN1C(C2=CC(=CC(=C2CC1)F)N[C@]1(CN(CC1)C(=O)OC(C)(C)C)C1=C(C(=CC=C1F)Cl)Cl)=O)=O